(±)-methyl 5-[8-amino-3-[[cis-2-fluorocyclopropanecarbonyl]amino]-6-isoquinolyl]-4-ethyl-pyridine-2-carboxylate NC=1C=C(C=C2C=C(N=CC12)NC(=O)[C@H]1[C@H](C1)F)C=1C(=CC(=NC1)C(=O)OC)CC |r|